C([C@@H](C(=O)[O-])[NH3+])NC(=O)/C=C/C(=O)N The molecule is an L-alpha-amino acid zwitterion that results from the transfer of a proton from the carboxylic acid group to the alpha-amino group of N(3)-fumaramoyl-(S)-2,3-diaminopropanoic acid; major species at pH 7.3. It is a tautomer of a N(3)-fumaramoyl-(S)-2,3-diaminopropanoic acid.